C(C)(=O)O[C@@H]1C([C@H]2C[C@H]([C@@]34[C@H]([C@@]2(CC1)C)CC[C@@H](C(C3=O)=C)[C@H]4O)O)(C)C [(1R,2R,4S,6S,9R,10S,13S,16R)-2,16-dihydroxy-5,5,9-trimethyl-14-methylidene-15-oxo-6-tetracyclo[11.2.1.01,10.04,9]hexadecanyl] acetate